NC1=C(C=C(C=N1)C=1C=NN(C1)C1CCN(CC1)CC=1C(=C2CN(C(C2=CC1)=O)C1C(NC(CC1)=O)=O)F)O[C@H](C)C1=C(C(=CC=C1Cl)F)Cl 3-(5-((4-(4-(6-amino-5-((R)-1-(2,6-dichloro-3-fluorophenyl)ethoxy)pyridin-3-yl)-1H-pyrazol-1-yl)piperidin-1-yl)methyl)-4-fluoro-1-oxoisoindolin-2-yl)piperidine-2,6-dione